N-[(1S)-1-(dicyclopropylmethyl)-2-[[6-(5-ethyl-3-methyl-1H-pyrazol-4-yl)-3-pyridyl]amino]-2-oxo-ethyl]-2-isopropyl-pyrazole-3-carboxamide C1(CC1)C([C@@H](C(=O)NC=1C=NC(=CC1)C=1C(=NNC1CC)C)NC(=O)C=1N(N=CC1)C(C)C)C1CC1